ClC=1C=C2C(=C(N1)C(=O)NC1CCC13CCCC3)NC=C2 5-chloro-N-spiro[3.4]octan-3-yl-1H-pyrrolo[2,3-c]pyridine-7-carboxamide